CN(C=CC(=O)C1=NC=CC(=N1)C#CC=1C=C2C=NN(C2=CC1)C(=O)[O-])C 5-((2-(3-(dimethylamino)acryloyl)pyrimidin-4-yl)ethynyl)-1H-indazole-1-carboxylate